(2R,4S)-2-(((S)-1-((4-((Z)-N'-hydroxycarbamimidoyl)benzyl)amino)-1-oxopropan-2-yl)carbamoyl)-4-phenylpiperidine-1-carboxylic acid tert-butyl ester C(C)(C)(C)OC(=O)N1[C@H](C[C@H](CC1)C1=CC=CC=C1)C(N[C@H](C(=O)NCC1=CC=C(C=C1)/C(/N)=N/O)C)=O